ClC1=CC=C(C=N1)NC(OCC1OC2=C(C3=C(N=C(S3)C3=C4N=CC(=NC4=CC(=C3)C)OC)C(=C2)C)OC1)=O (2-(2-methoxy-7-methylquinoxalin-5-yl)-4-methyl-7,8-dihydro-[1,4]dioxino[2',3':3,4]benzo[1,2-d]thiazol-7-yl)methyl (6-chloropyridin-3-yl)carbamate